NCCN(CCNCCN1CCNCC1)CCN1CCNCC1 N-(2-aminoethyl)-N,N'-bis[2-(1-piperazinyl)ethyl]-1,2-ethylenediamine